3-(3-((4-(4-amino-3-(4-phenoxyphenyl)-1H-pyrazolo[3,4-d]pyrimidin-1-yl)piperidin-1-yl)methyl)phenyl)piperidine-2,6-dione NC1=C2C(=NC=N1)N(N=C2C2=CC=C(C=C2)OC2=CC=CC=C2)C2CCN(CC2)CC=2C=C(C=CC2)C2C(NC(CC2)=O)=O